Cl.COC1=C(CN2CCN(CC2)C(CN2CCNCC2)=O)C=CC=C1 1-(4-(2-methoxybenzyl)piperazin-1-yl)-2-(piperazin-1-yl)ethan-1-one hydrochloride